[2-(2,6-dioxopiperidin-3-yl)-4-methoxy-3-oxo-2,3-dihydro-1H-isoindol-5-yl]methyl N-[4-(2-chloro-4,5-difluorophenoxy)-2-methoxyphenyl]carbamate ClC1=C(OC2=CC(=C(C=C2)NC(OCC=2C(=C3C(N(CC3=CC2)C2C(NC(CC2)=O)=O)=O)OC)=O)OC)C=C(C(=C1)F)F